(2R,3S)-2-(4-(cyclopentylamino)phenyl)-N-(4-(hydroxymethyl)-3-(trifluoromethyl)phenyl)-1-(2-methylbenzoyl)-1,2,3,4-tetrahydroquinoline-3-carboxamide C1(CCCC1)NC1=CC=C(C=C1)[C@@H]1N(C2=CC=CC=C2C[C@@H]1C(=O)NC1=CC(=C(C=C1)CO)C(F)(F)F)C(C1=C(C=CC=C1)C)=O